1-(4-(4-((3,3-dimethylbutyl)sulfonyl)phenyl)-2-methylbut-3-yn-2-yl)-3-(4-methyl-1-azabicyclo[3.2.2]non-4-yl)urea CC(CCS(=O)(=O)C1=CC=C(C=C1)C#CC(C)(C)NC(=O)NC1(CCN2CCC1CC2)C)(C)C